Chroman-3-yl-[1-(2-methoxyethyl)-6-(1H-pyrazol-4-yl)indazol-3-yl]methanone O1CC(CC2=CC=CC=C12)C(=O)C1=NN(C2=CC(=CC=C12)C=1C=NNC1)CCOC